(2S)-2-Amino-N-(3'-methoxy-3H-spiro[isobenzofuran-1,9'-xanthen]-6'-yl)-4-methylpentanamide N[C@H](C(=O)NC=1C=C2OC=3C=C(C=CC3C3(C2=CC1)OCC1=CC=CC=C13)OC)CC(C)C